OC1(CC(=NO1)C1=CC=C(C=C1)C=1C=NN(C1)C(=O)OC(C)(C)C)C(F)(F)F tert-butyl 4-[4-[5-hydroxy-5-(trifluoromethyl)-4H-1,2-oxazol-3-yl]phenyl]pyrazole-1-carboxylate